(4-(3-(3,4-difluoro-2-methoxyphenyl)-5-methyl-5-(trifluoromethyl)tetrahydrothiophene-2-carboxamido)-2-trifluoromethoxyphenyl)boric acid FC=1C(=C(C=CC1F)C1C(SC(C1)(C(F)(F)F)C)C(=O)NC1=CC(=C(C=C1)OB(O)O)OC(F)(F)F)OC